1-(4-(((1-(6-amino-5-(2,3-dichlorophenyl)pyrazin-2-yl)-4-methylpiperidin-4-yl)amino)methyl)phenyl)dihydropyrimidine-2,4(1H,3H)-dione NC1=C(N=CC(=N1)N1CCC(CC1)(C)NCC1=CC=C(C=C1)N1C(NC(CC1)=O)=O)C1=C(C(=CC=C1)Cl)Cl